(R)-N-(3-((1-(3,5-di(thiophen-2-yl)phenyl)ethyl)carbamoyl)-4-methylphenyl)piperidine-4-carboxamide S1C(=CC=C1)C=1C=C(C=C(C1)C=1SC=CC1)[C@@H](C)NC(=O)C=1C=C(C=CC1C)NC(=O)C1CCNCC1